4-[(3S,4R)-3-fluoro-1-methyl-4-piperidylamino]-2-(3-amino-1-propynyl)-1-(2,2,2-trifluoroethyl)indole F[C@H]1CN(CC[C@H]1NC1=C2C=C(N(C2=CC=C1)CC(F)(F)F)C#CCN)C